N(=C=O)[C@H](C(=O)OCCCCCC)COC(C)(C)C hexyl (S)-2-isocyanato-3-tertiary-butoxypropionate